O1CCC(CC1)NC(=O)C=1C=C(SC1)C1C(C1)NC(OC(C)(C)C)=O tert-butyl (2-(4-((tetrahydro-2H-pyran-4-yl)carbamoyl)thiophen-2-yl)cyclopropyl)carbamate